CN(C)CC1=C2C(=NC=C1)N(N=C2CNC(OC(C)(C)C)=O)C2=CC=C(C=C2)OC(F)(F)F tert-butyl ((4-((dimethylamino)methyl)-1-(4-(trifluoromethoxy)phenyl)-1H-pyrazolo[3,4-b]pyridin-3-yl)methyl)carbamate